COC=1N=NC(=CC1)C1=CC(=CC=C1)C1=NN(C=C1)CC1=NOC(=N1)C 3-Methoxy-6-(3-{1-[(5-methyl-1,2,4-oxadiazol-3-yl)methyl]-1H-pyrazol-3-yl}phenyl)pyridazin